2-[3-chloro-4-[8-[3-chloro-4-[4-[2-(di-methylamino)ethyl-amino]piperidine-1-carbonyl]anilino]imidazo[1,2-a]pyrazin-3-yl]-2-fluorophenoxy]acetonitrile ClC=1C(=C(OCC#N)C=CC1C1=CN=C2N1C=CN=C2NC2=CC(=C(C=C2)C(=O)N2CCC(CC2)NCCN(C)C)Cl)F